(pyridin-3-yl)pyrrolidine-3-carboxamide dihydrochloride Cl.Cl.N1=CC(=CC=C1)N1CC(CC1)C(=O)N